lithium (+1) hydroxide monohydrate O.[OH-].[Li+]